CCCCCCCCCCCCCCCCOC[C@H](COP(=O)([O-])OCC[N+](C)(C)C)OC(=O)CCC(=O)O The molecule is a 2-acyl-1-alkyl-sn-glycero-3-phosphocholine in which the alkyl and the acyl groups at positions 1 and 2 are specified as hexadecyl and succinyl respectively. It is a 2-acyl-1-alkyl-sn-glycero-3-phosphocholine and a hemisuccinate. It derives from a succinic acid. It is a conjugate acid of a 1-hexadecyl-2-succinyl-sn-glycero-3-phosphocholine(1-).